[Pd].C(C1=CC=CC=C1)C(C(C)=O)CC1=CC=CC=C1.C(C1=CC=CC=C1)C(C(C)=O)CC1=CC=CC=C1 bis(dibenzylacetone) palladium